C(C1=CC=CC=C1)C(CC)(C(CC)(C1=CC=CC=C1)CC1=CC=CC=C1)C1=CC=CC=C1 3,4-dibenzyl-3,4-diphenylhexane